ClC=1C(=NC(=NC1)NC=1C=NN(C1)CC#N)C1=CC=C(C(=O)N[C@@H](C)C#N)C=C1 (S)-4-(5-chloro-2-((1-(cyanomethyl)-1H-pyrazol-4-yl)amino)pyrimidin-4-yl)-N-(1-cyanoethyl)benzamide